4-(4-nitropyrazol-1-yl)-1-(3,3,3-trifluoropropyl)piperidine [N+](=O)([O-])C=1C=NN(C1)C1CCN(CC1)CCC(F)(F)F